N1(N=NC=C1)CCCNCC=1C=CC=2N(C3=CC=CC=C3C2C1)CC 3-(1H-1,2,3-triazol-1-yl)-N-((9-ethyl-9H-carbazol-3-yl)methyl)propylamine